N-[4-(9-phenyl-9H-carbazole-3-yl)phenyl]-(9,9-dimethyl-9H-fluoren-2-yl)-9,9-dimethyl-9H-fluoren-4-amine C1(=CC=CC=C1)N1C2=CC=CC=C2C=2C=C(C=CC12)C1=CC=C(C=C1)NC1=CC=C(C=2C(C3=CC=CC=C3C12)(C)C)C1=CC=2C(C3=CC=CC=C3C2C=C1)(C)C